N,N-diethylbutyramide C(C)N(C(CCC)=O)CC